NC1CCC(CC1)NC1=NC2=C(C=C(C=C2C=N1)C1=CC(=NO1)NS(=O)(=O)C1=C(C=CC=C1)Cl)CC N-(5-(2-(((1r,4r)-4-aminocyclohexyl)amino)-8-ethylquinazolin-6-yl)isoxazol-3-yl)-2-chlorobenzene-sulfonamide